FC1([C@H](C12CCN(CC2)S(=O)(=O)N)C2=NC(=NO2)C2=CC=CC=C2)F (2R)-1,1-Difluoro-2-(3-phenyl-1,2,4-oxadiazol-5-yl)-6-azaspiro[2.5]octan-6-sulfonamid